tert-butyl (5-chloro-2-(1H-tetrazol-1-yl)phenyl)glycinate ClC=1C=CC(=C(C1)NCC(=O)OC(C)(C)C)N1N=NN=C1